p-toluidine vanadium [V].NC1=CC=C(C=C1)C